17-amino-6-hydroxy-6,15-bis(trifluoromethyl)-19-oxa-3,4,13,18-tetrazatricyclo[12.3.1.12,5]nonadeca-1(18),2,4,14,16-pentaen-12-one NC1=CC(=C2NC(CCCCCC(C3=NN=C(C1=N2)O3)(C(F)(F)F)O)=O)C(F)(F)F